CC1(CC(=NO1)SC#N)C 5,5-dimethyl-3-thiocyano-4,5-dihydroisoxazole